tert-butyl N-[3-cyano-1-(3-methoxy-2,6-dimethyl-phenyl)-5-nitro-pyrrolo[2,3-b]pyridin-2-yl]carbamate C(#N)C1=C(N(C2=NC=C(C=C21)[N+](=O)[O-])C2=C(C(=CC=C2C)OC)C)NC(OC(C)(C)C)=O